3,3'-bis(3,5-dimethylphenyl)-4,4'-difluorobenzophenone CC=1C=C(C=C(C1)C)C=1C=C(C(=O)C2=CC(=C(C=C2)F)C2=CC(=CC(=C2)C)C)C=CC1F